1-(3-chloro-5-((8-(((1,1,1,3,3,3-hexafluoropropan-2-yl)oxy)carbonyl)-1,8-diazaspiro[4.5]decan-1-yl)methyl)benzyl)piperidine-4-carboxylic acid ClC=1C=C(CN2CCC(CC2)C(=O)O)C=C(C1)CN1CCCC12CCN(CC2)C(=O)OC(C(F)(F)F)C(F)(F)F